C1(=CC=CC=C1)C1=C(C=CC(=C1)Cl)S(=O)(=O)OC1=NOC(C1)(C(F)(F)F)C1=CC(=CC(=C1)Cl)Cl (5-(3,5-dichlorophenyl)-5-(trifluoromethyl)-4,5-dihydroisoxazol-3-yl) phenyl-4-chlorobenzenesulfonate